NC(=O)C=1C=C(C=CC1F)B(O)O 3-(AMINOCARBONYL)-4-FLUOROBENZENEBORONIC ACID